N1=C(C=CC=C1)C(C(N)(C1=NC=CC=C1)C1=NC=CC=C1)C pyridin-2-yl-methyl-1,1-bis(pyridin-2-yl)-1-aminoethan